FC(C(=O)O)(F)F.FC=1C=C(C=CC1)C=1C(=NC(=NC1)NC=1C=NN(C1)C)NC=1C=C(C=CC1)NC(C=C)=O N-(3-((5-(3-fluorophenyl)-2-((1-methyl-1H-pyrazol-4-yl)amino)pyrimidin-4-yl)amino)phenyl)acrylamide trifluoroacetate